BrC1=NC=C(N=C1)OCC1=C(C=CC=C1Cl)Cl 2-bromo-5-[(2,6-dichlorophenyl)methoxy]pyrazine